N-hydroxy-2-(quinolin-2-yl)isoindoline-4-carboxamide hydrochloride Cl.ONC(=O)C=1C=2CN(CC2C=CC1)C1=NC2=CC=CC=C2C=C1